ClC=1C(=C(C=CC1F)N(C(=O)[C@H]1N(C(N(C1)C(=O)OC(C)(C)C)=O)C1=CC(=C2C(=N1)CCC2O)C(F)(F)F)C)F tert-butyl (4S)-4-((3-chloro-2,4-difluorophenyl) (methyl) carbamoyl)-3-(5-hydroxy-4-(trifluoromethyl)-6,7-dihydro-5H-cyclopenta[b]pyridin-2-yl)-2-oxoimidazolidine-1-carboxylate